COC=1C=2N(C=CC1N)N=C(C2)C 4-methoxy-2-methyl-pyrazolo[1,5-a]pyridin-5-amine